ClC=1C=C(C=CC1)C(=C1CCN(CC1)C(=O)OC(C)(C)C)C#N tert-butyl 4-[(3-chlorophenyl)(cyano) methylene]piperidine-1-carboxylate